4-((1r,3s)-3-hydroxycyclohexylamino)-2-(4-methyltetrahydro-2H-pyran-4-ylamino)pyrimidine-5-carboxamide O[C@@H]1C[C@@H](CCC1)NC1=NC(=NC=C1C(=O)N)NC1(CCOCC1)C